2-iodo-(4'-Nitrophenyl)ethyl acetate C(C)(=O)OCC(I)C1=CC=C(C=C1)[N+](=O)[O-]